5-Chloro-N-(2-fluoro-4-(2-(1-methyl-1H-pyrazol-4-yl)-3H-imidazo[4,5-b]pyridin-7-yl)benzyl)-4-methylthiophene-2-sulfonamide ClC1=C(C=C(S1)S(=O)(=O)NCC1=C(C=C(C=C1)C1=C2C(=NC=C1)NC(=N2)C=2C=NN(C2)C)F)C